ClC1(CC=C2C(=C(C=NC2=C1)C1CCOCC1)C1=C(C=NC=C1)C)O 7-chloro-4-(3-methyl-4-pyridyl)-3-tetrahydropyran-4-yl-quinolin-7-ol